N(=C=O)CC1=C(C(=O)O)C=CC=C1 isocyanatomethylbenzoic acid